C1(=CC=CC=C1)S(=O)(=O)N1C=CC=2C1=NC=CC2C2=CC=C(NC([C@@H](CC1CCC1)NC(OC(C)(C)C)=O)=O)C=C2 tert-Butyl N-[(1R)-2-[4-[1-(benzenesulfonyl)pyrrolo[2,3-b]pyridin-4-yl]anilino]-1-(cyclobutylmethyl)-2-oxo-ethyl]carbamate